F[C@H]1CN(CC[C@H]1NC1=CC=CC2=C1SC(=C2CC(F)(F)F)C#CCNC2=C(C=C(C=C2)C(=O)N2CCN(CC2)C)OC)C (4-((3-(7-(((3S,4R)-3-fluoro-1-methylpiperidin-4-yl)amino)-3-(2,2,2-trifluoroethyl)benzo[b]thiophen-2-yl)prop-2-yn-1-yl)amino)-3-methoxyphenyl)(4-methylpiperazin-1-yl)methanone